1-butyl-3-methyl-1H-imidazol C(CCC)N1CN(C=C1)C